1-(4-iodobenzyl)-2-(4-iodophenyl)-4-phenyl-1H-imidazole IC1=CC=C(CN2C(=NC(=C2)C2=CC=CC=C2)C2=CC=C(C=C2)I)C=C1